CC(C(=O)OCCCC(=O)O)C 4-(2-methylpropanoyloxy)butyric acid